CN(C)C(N(C)C)=C1N=NNC1 [bis(dimethylamino)methylene]-1H-1,2,3-triazole